HYDROXYETHYL-UREA OCCNC(=O)N